4-(N-Nitrosomethylamino)-1-(3-pyridyl)-1-butanone N(=O)CNCCCC(=O)C=1C=NC=CC1